5,7-dimethoxy-2-pentylbenzoxazole COC=1C=C(C2=C(N=C(O2)CCCCC)C1)OC